(R)-1-(2-chlorophenyl)ethyl (5-(5-bromo-3-fluoropyridin-2-yl)-3-methylisoxazol-4-yl)carbamate BrC=1C=C(C(=NC1)C1=C(C(=NO1)C)NC(O[C@H](C)C1=C(C=CC=C1)Cl)=O)F